(R,Z)-(3-(1-((tert-butylsulfinyl)imino)ethyl)-5-(difluoromethyl)-4-fluorophenyl)carbamic acid isopropyl Ester C(C)(C)OC(NC1=CC(=C(C(=C1)C(F)F)F)\C(\C)=N/[S@](=O)C(C)(C)C)=O